N-((S)-1-(((R)-3-methyl-1-((1R,7R)-11-methyl-2,6-dioxo-3,5,9-trioxa-11-aza-4-borabicyclo[5.3.1]undecan-4-yl)butyl)amino)-1-oxo-3-phenylpropan-2-yl)pyrazine-2-carboxamide CC(C[C@@H](B1OC([C@H]2COC[C@H](C(O1)=O)N2C)=O)NC([C@H](CC2=CC=CC=C2)NC(=O)C2=NC=CN=C2)=O)C